BrC=1C(=CC(=NC1)Cl)OC1COC1 5-bromo-2-chloro-4-(oxetan-3-yloxy)pyridine